C(C)(C)(C)[Si]1(OCC2C(O1)CC1C(O2)C(C(O1)=O)C)C(C)(C)C 2,2-di-tert-butyl-6-methylhexahydrofuro[2',3':5,6]pyrano[3,2-d][1,3,2]dioxasilin-7(8aH)-one